ethyl 1-amino-2-(1-(tert-butoxycarbonyl) pyrrolidin-2-yl)-4-(4-((4-methoxy-pyridin-2-yl) carbamoyl) phenyl)-1H-imidazole-5-carboxylate NN1C(=NC(=C1C(=O)OCC)C1=CC=C(C=C1)C(NC1=NC=CC(=C1)OC)=O)C1N(CCC1)C(=O)OC(C)(C)C